ethyl 4-(4-fluoro-5-hydroxy-6-methoxyisoindolin-2-yl)-4-oxobutanoate FC1=C2CN(CC2=CC(=C1O)OC)C(CCC(=O)OCC)=O